C(#N)C=1C=C(C=CC1/N=C/N(C)C)C=1CCN(CC1)C(=O)OC(C)(C)C tert-butyl (E)-4-(3-cyano-4-(((dimethylamino) methylene) amino) phenyl)-3,6-dihydropyridine-1(2H)-carboxylate